ClC=1C=C(OC2=C3C=CC(=CC3=CC=C2)C(=O)O)C=CC1Cl 5-(3,4-dichlorophenoxy)naphthalene-2-carboxylic acid